FC(CCCCCCCCCCCCCCC(=O)O)(F)F 16,16,16-trifluoro-palmitic acid